C1(=CC=CC=C1)N(C1=CC=C(C=C1)C1=C(NC(=C1)C1=CC=CC=C1)\N=C\1/OC=C(C=C1C1=CC=C(N(C2=CC=CC=C2)C2=CC=CC=C2)C=C1)C1=CC=CC=C1)C1=CC=CC=C1 (Z)-4-(2-((3-(4-(diphenylamino)phenyl)-5-phenyl-1H-pyrrol-2-yl)imino)-5-phenyl-2H-pyran-3-yl)-N,N-diphenylaniline